The molecule is an L-alpha-amino acid zwitterion obtained by transfer of a proton from the carboxy to the amino group of gamma-glutamyltyramine It is a tautomer of a gamma-glutamyltyramine. C1=CC(=CC=C1CCNC(=O)CC[C@@H](C(=O)[O-])[NH3+])O